5-(isopentenylaminoethyl)-2'-O-methyl-uridine C(CC(=C)C)NCCC=1C(NC(N([C@H]2[C@H](OC)[C@H](O)[C@@H](CO)O2)C1)=O)=O